N-(1-benzylindazol-7-yl)-3-(1H-indazol-6-yl)prop-2-enamide C(C1=CC=CC=C1)N1N=CC2=CC=CC(=C12)NC(C=CC1=CC=C2C=NNC2=C1)=O